C(CCC)[Sn](CCCC)(CCCC)COCCO 2-((tributylstannyl)methoxy)ethan-1-ol